CC1=CN=C(S1)C1CC(C1)=O 3-(5-methylthiazol-2-yl)cyclobutan-1-one